C(#N)N1C2C(CC1CC2)NC(=O)C=2C=NC(=NC2)NC2=CC(=CC=C2)C racemic-endo-N-(7-cyano-7-azabicyclo[2.2.1]heptan-2-yl)-2-(3-methylanilino)-5-pyrimidinecarboxamide